3-(2,6-dimethylphenyl)-1-methyl-N6-(6-(4-(piperidin-4-ylmethyl)piperazin-1-yl)pyridazin-3-yl)-1H-pyrazolo[3,4-d]pyrimidine-3,6-diamine CC1=C(C(=CC=C1)C)C1(NN(C2=NC(=NC=C21)NC=2N=NC(=CC2)N2CCN(CC2)CC2CCNCC2)C)N